barium-magnesium [Mg].[Ba]